FC1=C(C=CC(=C1)F)C=1OC(=CN1)C(=O)O 2-(2,4-difluorophenyl)oxazole-5-carboxylic acid